[N+](#[C-])S(=O)(=O)C1=CC=C(C=C1)C 1-(isocyanosulfonyl)-4-methylbenzene